ClC1=C(C=2N(C=C1)N=CC2C(=O)OC)C methyl 5-chloro-4-methyl-pyrazolo[1,5-a]pyridine-3-carboxylate